N-(2-(cyclopropylthio)-4-(6-fluoro-3,4-dihydroisoquinolin-2(1H)-yl)-6-methylphenyl)-3,3-dimethylbutyramide C1(CC1)SC1=C(C(=CC(=C1)N1CC2=CC=C(C=C2CC1)F)C)NC(CC(C)(C)C)=O